Cl.Cl.N1=C2C(=NC=C1)CC(C2)N 6,7-dihydro-5H-cyclopenta[b]pyrazin-6-amine dihydrochloride